2-[[1-(3-ethoxy-5-methoxyphenyl)-5-isobutylpyrazol-3-yl]amino]-5-(thiophen-2-yl)nicotinate C(C)OC=1C=C(C=C(C1)OC)N1N=C(C=C1CC(C)C)NC1=C(C(=O)[O-])C=C(C=N1)C=1SC=CC1